C(C)NC(COC1=C(C=CC(=C1)OCCC)C=O)=O N-ETHYL-2-(2-FORMYL-5-PROPOXYPHENOXY)ACETAMIDE